FC1=CC2=C(NC(=N2)C2=CC(=NN2CC2=CC=C(C=C2)OC)NC(=O)C=2C=NC(=CC2)N2CC(C2)OC)C=C1 N-[5-(5-fluoro-1H-benzimidazol-2-yl)-1-[(4-methoxyphenyl)-methyl]pyrazol-3-yl]-6-(3-methoxyazetidin-1-yl)pyridine-3-carboxamide